F[C@]12[C@H]3CC[C@@]4([C@H](CC[C@H]4[C@@H]3CC[C@@H]2C[C@](CC1)(C)O)C(CN1N=C(C=C1)C(F)(F)F)=O)C 1-((3R,5R,8S,9S,10R,13S,14S,17S)-10-Fluoro-3-hydroxy-3,13-dimethylhexadecahydro-1H-cyclopenta[a]phenanthren-17-yl)-2-(3-(trifluoromethyl)-1H-pyrazol-1-yl)ethan-1-one